C(C1=CC=CC=C1)OC1=C2C(=NC=C1)N(C=C2)S(=O)(=O)CC2=CC=CC=C2 4-(benzyloxy)-1-toluenesulfonyl-1H-pyrrolo[2,3-b]pyridine